4',5,7-Trihydroxy-6-methoxyflavone OC1=CC=C(C=2OC3=CC(=C(C(=C3C(C2)=O)O)OC)O)C=C1